C(C)(C)(C)C=1C=C(C(=C(C1)C(C(=O)OCC)C1=CC=C(C=C1)Cl)N(C(=O)OCC)CC1CCCCC1)C ethyl 2-(5-(tert-butyl)-2-((cyclohexylmethyl)(ethoxycarbonyl)amino)-3-methylphenyl)-2-(4-chlorophenyl)acetate